(3R)-3-Amino-7-(5-tert-butyl-1,3,4-oxadiazol-2-yl)-8-fluoro-1,1-dioxo-5-[[4-(trifluoromethoxy)phenyl]methyl]-2,3-dihydro-1λ6,5-benzothiazepin-4-one N[C@H]1CS(C2=C(N(C1=O)CC1=CC=C(C=C1)OC(F)(F)F)C=C(C(=C2)F)C=2OC(=NN2)C(C)(C)C)(=O)=O